5,7-octadien-1-ol C(CCCC=CC=C)O